1-((2-(2-methoxypyridin-3-yl)-5H-pyrrolo[3,2-c]pyridin-5-yl)methyl)-1H-benzotriazole COC1=NC=CC=C1C1=CC2=CN(C=CC2=N1)CN1N=NC2=C1C=CC=C2